9-(4-((1-(3,3-difluoropropyl)pyrrolidin-3-yl)methyl)phenyl)-8-(3-methyl-2-(trifluoromethyl)phenyl)-6,7-dihydro-5H-benzo[7]annulene-3-carboxylic acid hydrochloride Cl.FC(CCN1CC(CC1)CC1=CC=C(C=C1)C1=C(CCCC2=C1C=CC(=C2)C(=O)O)C2=C(C(=CC=C2)C)C(F)(F)F)F